CN1CCN(CC1)C1=CC=C(C=C1)C=1C(=CC(=C2C(C=C(OC12)C1=CC=C(C=C1)OCC1=CC=CC=C1)=O)OC)OC 8-(4-(4-methyl-1-piperazinyl)phenyl)-2-(4-(benzyloxy)phenyl)-5,7-dimethoxy-4H-chromen-4-one